BrC1=C2CN(C(C2=CC=C1CN(C)C1CCN(CC1)C1=CC=C(C=C1)[C@H]1[C@H](COC2=CC(=CC=C12)O)C1=CC=CC=C1)=O)C1C(NC(CC1)=O)=O 3-(4-bromo-5-(((1-(4-((3S,4R)-7-hydroxy-3-phenylchroman-4-yl)phenyl)piperidine-4-yl)(methyl)amino)methyl)-1-oxoisoindolin-2-yl)piperidine-2,6-dione